BrC1=CC(=C2C(=N1)C(CC2)=O)C(=O)OC methyl 2-bromo-7-oxo-6,7-dihydro-5H-cyclopenta[b]pyridine-4-carboxylate